CC1=C(C(=CC=C1)C)C=1C=C2OC[C@H](NC(C=3N(N=C(S(NC(N1)=N2)(=O)=O)C3)C)=O)CC(C)C (10R)-15-(2,6-dimethylphenyl)-10-isobutyl-6-methyl-3,3-dioxo-12-oxa-3λ6-thia-2,5,6,9,16,17-hexazatricyclo[11.3.1.14,7]octadeca-1(17),4,7(18),13,15-pentaen-8-one